dicyclohexyl-(2-phenylphenyl)phosphine C1(CCCCC1)P(C1=C(C=CC=C1)C1=CC=CC=C1)C1CCCCC1